2,2-Dimethylcyclopentanone CC1(C(CCC1)=O)C